palmitoleic acid-13C16 [13C]([13CH2][13CH2][13CH2][13CH2][13CH2][13CH2][13CH2]\[13CH]=[13CH]/[13CH2][13CH2][13CH2][13CH2][13CH2][13CH3])(=O)O